(1S,2R)-5-bromo-2-methoxy-N-methyl-2,3-dihydro-1H-inden-1-amine hydrochloride Cl.BrC=1C=C2C[C@H]([C@H](C2=CC1)NC)OC